(R)-5-(3-(5-(3-Hydroxy-1-methyl-2-oxopyrrolidin-3-yl)isoxazol-3-yl)phenyl)isoquinolin-1(2H)-one O[C@@]1(C(N(CC1)C)=O)C1=CC(=NO1)C=1C=C(C=CC1)C1=C2C=CNC(C2=CC=C1)=O